4-tert-butyl-6-methyl-resorcinol diacetate C(C)(=O)OC1=CC(OC(C)=O)=C(C=C1C)C(C)(C)C